N-(methylsulfonyl)propanamide CS(=O)(=O)NC(CC)=O